(S)-2-(((benzyloxy)carbonyl)amino)but-3-enoic acid tert-butyl ester C(C)(C)(C)OC([C@H](C=C)NC(=O)OCC1=CC=CC=C1)=O